N1(CCCCC1)C(=O)C1=CC=C(C=C1)B1OC(C(O1)(C)C)(C)C piperidin-1-yl-(4-(4,4,5,5-tetramethyl-1,3,2-dioxaborolan-2-yl)phenyl)methanone